C(C)(C)(C)OC(=O)N1CCC(CC1)[C@@H]1[C@@H](C1)CCOC1=CC(=C(C=C1)CC(=O)OC)F 4-((1R,2S)-2-(2-(3-fluoro-4-(2-methoxy-2-oxoethyl)phenoxy)ethyl)cyclopropyl)piperidine-1-carboxylic acid tert-butyl ester